bromo-5-(3-chloropropoxy)pyridine BrC1=NC=C(C=C1)OCCCCl